(1S,2R)-1-amino-5-bromo-4,6-difluoro-2,3-dihydro-1H-inden-2-ol N[C@@H]1[C@@H](CC2=C(C(=C(C=C12)F)Br)F)O